FC1(CCC(CC1)C1=NC(=NC=C1B(O)O)C(F)(F)F)F [4-(4,4-difluorocyclohexyl)-2-(trifluoromethyl)pyrimidin-5-yl]boronic acid